1-methyl-3-(3-((7-(5-methyl-1,2,4-oxadiazol-3-yl)isoquinolin-1-yl)amino)propionylamino)-1H-pyrazole-5-carboxylic acid CN1N=C(C=C1C(=O)O)NC(CCNC1=NC=CC2=CC=C(C=C12)C1=NOC(=N1)C)=O